NC=1C=C(C=C(C1)C(F)F)C(C)NC1=NC(=NC2=CC3=C(C=C12)N(C=CO3)C)C 4-((1-(3-amino-5-(difluoromethyl)phenyl)ethyl)amino)-2,6-dimethyl-6H-[1,4]oxazino[3,2-g]quinazolin